FC(C1=CC=C(C=N1)C1=CCC(N(N1[C@@H]1COC[C@@H]1O)C=1C=NC=CC1)=O)F 6-[6-(Difluoromethyl)pyridin-3-yl]-N-[(cis)-4-hydroxytetrahydrofuran-3-yl]-3-oxo-2-(pyridin-3-yl)-2,3-dihydropyridazine